CN1C=NC(=C1C1=CC=C(NC([C@H]([C@@H]2CCCC3=CC=C(C=C23)C=2C=C3CNCC3=CC2)NC(=O)C2(CC2)F)=O)C=C1)C N-[(1S)-2-[4-(3,5-dimethylimidazol-4-yl)anilino]-1-[(1R)-7-isoindolin-5-yltetralin-1-yl]-2-oxo-ethyl]-1-fluoro-cyclopropanecarboxamide